C(=O)(OOC(=O)F)F peroxydicarbonic difluoride